CNCC1=NC(=CC2=C1CNC2=O)N2C(CCC2)C 4-((methylamino)methyl)-6-(2-methylpyrrolidine-1-yl)-2,3-dihydro-1H-pyrrolo[3,4-c]pyridin-1-one